CC1(C[C@@H](C(N1CC(F)(F)F)=O)NC(OC(C)(C)C)=O)C tert-Butyl (S)-(5,5-dimethyl-2-oxo-1-(2,2,2-trifluoroethyl)pyrrolidin-3-yl)carbamate